FC1=C(C=CC(=C1)I)NC1=CC2=C(N(N=N2)C)C=C1C(=O)N1CC(C1)(O)[C@H]1NCCCC1 1-({5-[(2-fluoro-4-iodophenyl)amino]-1-methyl-1H-1,2,3-benzotriazol-6-yl}carbonyl)-3-[(2S)-piperidin-2-yl]azetidin-3-ol